CC1=C(C(=CC=C1)C)NC(C(O)[C@H]1N(CC(C1)(F)F)C(CNC(OC(C)(C)C)=O)=O)=O tert-butyl (2-((2S)-2-(2-((2,6-dimethylphenyl)amino)-1-hydroxy-2-oxoethyl)-4,4-difluoropyrrolidin-1-yl)-2-oxoethyl)carbamate